C(=O)C1=CC=C(C=C1)N1N=C2C(N(CCC2)C(=O)C=2N=C(OC2)C2=CC(=NC=C2)N(C(OC(C)(C)C)=O)CC(F)(F)F)=C1 Tert-butyl N-[4-[4-[2-(4-formyl-phenyl)-6,7-dihydro-5H-pyrazolo[4,3-b]pyridine-4-carbonyl] oxazol-2-yl]-2-pyridyl]-N-(2,2,2-trifluoroethyl)carbamate